OCC1CCN(S(C1)(=O)=O)C 5-(hydroxymethyl)-2-methyl-1,2-thiazinan 1,1-dioxide